ClC=1C=C(C=C2C=CC(=NC12)NC1=CC2=C(OC(O2)(F)F)C=C1)C1CCOCC1 8-chloro-N-(2,2-difluorobenzo[d][1,3]dioxolan-5-yl)-6-(tetrahydro-2H-pyran-4-yl)quinolin-2-amine